N-Benzoyl-creatine C(C1=CC=CC=C1)(=O)NC(N(CC(=O)O)C)=N